n-butyl pelargonate C(CCCCCCCC)(=O)OCCCC